ClCC1=NC(=NO1)C(F)(F)F 5-(chloro-methyl)-3-(trifluoro-methyl)-1,2,4-oxadiazole